FC1([C@H](CN(CC1)C(C(=O)NC1=NC=C(C=C1)OC1=NC=C(C=C1F)F)C)C1CNC(CC1)=O)F 2-((3S)-4,4-difluoro-6'-oxo-[3,3'-bipiperidin]-1-yl)-N-(5-((3,5-difluoropyridin-2-yl)oxy)pyridin-2-yl)propanamide